8-(1,3-dimethylpyrazol-4-yl)-1-[3-fluoro-5-(tridecylmethoxy)-4-pyridinyl]-7-methoxy-3-(tridecylmethyl)imidazo[4,5-c]quinolin-2-one CN1N=C(C(=C1)C1=CC=2C3=C(C=NC2C=C1OC)N(C(N3C3=C(C=NC=C3OCCCCCCCCCCCCCC)F)=O)CCCCCCCCCCCCCC)C